BrC1=CC=C(OCC2OC(COC2)COCC(F)F)C=C1 2-((4-bromophenoxy)methyl)-6-((2,2-difluoroethoxy)methyl)-1,4-dioxan